C(#N)C=1C(=C(C=CC1)/C(=C(/C=1C=C2C=NNC2=CC1)\C1=CC=C(C=C1)/C=C/C(=O)O)/CC)C (E)-3-(4-((E)-2-(3-cyano-2-methylphenyl)-1-(1H-indazol-5-yl)but-1-en-1-yl)phenyl)acrylic acid